3-(4-chlorophenyl)-2-((S)-1-(4-chlorophenyl)ethyl)-6-(prop-1-en-2-yl)isoindolin-1-one tert-butyl-((1R,4R)-4-((3-chloro-4-cyanophenyl)(methyl)amino)cyclohexyl)-carbamate C(C)(C)(C)N(C(O)=O)C1CCC(CC1)N(C)C1=CC(=C(C=C1)C#N)Cl.ClC1=CC=C(C=C1)C1N(C(C2=CC(=CC=C12)C(=C)C)=O)[C@@H](C)C1=CC=C(C=C1)Cl